2-(tert-butyl)-1,2,3,4-tetrahydroacridine C(C)(C)(C)C1CC2=CC3=CC=CC=C3N=C2CC1